CC1=C(CNC=2C=3N(C=C(C2)NC(=O)[C@H]2NCC2)C(=C(N3)C)C)C(=CC=C1)C (S)-N-(8-((2,6-Dimethylbenzyl)amino)-2,3-dimethylimidazo[1,2-a]pyridin-6-yl)azetidine-2-carboxamide